C(C1=CC=CC=C1)OC=1C=C(C#N)C=C(C1C(=O)N1CC2=CC=CC(=C2C1)N[C@H]1CN(C(C1)=O)C)O (R)-3-(Benzyloxy)-5-hydroxy-4-(4-((1-methyl-5-oxopyrrolidin-3-yl)amino)isoindoline-2-carbonyl)benzonitrile